(3-chloro-2,4-difluorophenyl)(6-(2,2,2-trifluoroethoxy)pyridazin-3-yl)methanone ClC=1C(=C(C=CC1F)C(=O)C=1N=NC(=CC1)OCC(F)(F)F)F